2-(7,8-difluoro-3-quinolinyl)-6,6-dimethyl-4,5-dihydro-1,3-thiazine FC1=CC=C2C=C(C=NC2=C1F)C=1SC(CCN1)(C)C